Ethyl 5-[[4-[[2-(tert-butoxycarbonylamino)acetyl]amino]phenyl]sulfonylamino]thiazole-4-carboxylate C(C)(C)(C)OC(=O)NCC(=O)NC1=CC=C(C=C1)S(=O)(=O)NC1=C(N=CS1)C(=O)OCC